3-bromo-1-methylpiperidine hydrobromide Br.BrC1CN(CCC1)C